C(C)OC(CCCN(CC(=O)OC)CC1=CC=CC=C1)=O.C1(=CC=CC=C1)C1N(C1)S(=O)(=O)C1=CC=C(C=C1)Cl 2-phenyl-1-(4-chlorophenylsulfonyl)aziridine ethyl-4-(benzyl(2-methoxy-2-oxoethyl)amino)butanoate